2-methoxy-1-methyl-1H-imidazol COC=1N(C=CN1)C